N-[4-[4-amino-1-(2-fluoroethyl)-1H-pyrazolo[3,4-d]pyrimidin-3-yl]phenyl]-5-(4-Fluorophenyl)-1-isopropyl-4-oxo-1,4-dihydropyridazine-3-carboxamide NC1=C2C(=NC=N1)N(N=C2C2=CC=C(C=C2)NC(=O)C2=NN(C=C(C2=O)C2=CC=C(C=C2)F)C(C)C)CCF